ClC=1N(N=C2C=CC(=C(C12)Cl)C1=NNC2=NC(=C(N=C21)C)N2CCC1([C@@H](COC1)NC(OCCCC)=O)CC2)C butyl N-[(4S)-8-[3-(3,4-dichloro-2-methyl-2H-indazol-5-yl)-5-methyl-1H-pyrazolo[3,4-b]pyrazin-6-yl]-2-oxa-8-azaspiro[4.5]decan-4-yl]carbamate